C(C1=CC=CC=C1)N1CCC(N2CCCC12)C 5-benzyl-2-methyl-1,5-diazabicyclo[4.3.0]nonane